1,4-piperazinediethanamine N1(CCN(CC1)CCN)CCN